C=C1C=2C=CC=CC2C(C2=CC=CC=C12)=O 10-methylene-anthrone